N-methylpyrazole-1-carboxamidine CNC(=N)N1N=CC=C1